FC(C1=NC2=CC=CC=C2C(=C1)N1CCN(CC1)C(=O)C1CN(CCC1)C(=O)OC(C)(C)C)(F)F Tert-butyl 3-(4-(2-(trifluoromethyl)quinolin-4-yl)piperazine-1-carbonyl)piperidine-1-carboxylate